CC1=CC=CC(=N1)C1=NN(C=C1C1=CC=NC2=CC=CC=C12)C(NC1=CC=CC=C1)=S L-3-(6-methyl-2-pyridyl)-N-phenyl-4-(4-quinolyl)-1H-pyrazole-1-thiocarboxamide